N(=[N+]=[N-])CCO[Si](C)(C)C(C)(C)C (2-azidoethoxy)(tert-butyl)dimethylsilane